4-(tetrahydrofuran-3-ylmethoxy)aniline O1CC(CC1)COC1=CC=C(N)C=C1